ClC=1C=C2C(=CN=C(C2=CN1)C(=O)NC1CC(C1)(C)O)C(C)C 6-Chloro-N-((1s,3s)-3-hydroxy-3-methylcyclobutyl)-4-isopropyl-2,7-naphthyridine-1-carboxamide